8-chloro-1-(4-fluoro-2-methylphenyl)-3-(2-methyl-6-oxo-1,6-dihydropyridin-3-yl)-2,3-dihydroquinazolin-4(1H)-one ClC=1C=CC=C2C(N(CN(C12)C1=C(C=C(C=C1)F)C)C1=C(NC(C=C1)=O)C)=O